30-chloro-11-oxa-8,9,17,24,26,31-hexaazahexacyclo[26.3.1.0^{2,10}.0^{3,8}.0^{17,25}.0^{18,23}]dotriaconta-1(31),2,4,6,9,18,20,22,25,28(32),29-undecaen-27-one ClC1=CC=2C(N=C3NC4=CC=CC=C4N3CCCCCOC3=NN4C=CC=CC4=C3C(=N1)C2)=O